CC=1C=C2C(=C(C(=NC2=CC1OC(C)C)C1=CC(=CC=C1)C(F)(F)F)CN1CCC(CC1)N1CCOCC1)C(=O)NC1(CC1)C1=CC=CC=C1 6-methyl-7-[(1-methylethyl)oxy]-3-{[4-(4-morpholinyl)-1-piperidinyl]methyl}-N-(1-phenylcyclopropyl)-2-[3-(trifluoromethyl)phenyl]-4-quinolinecarboxamide